(S)-2-(((2R,3S,4R,5R)-5-(6-amino-2-chloro-9H-purin-9-yl)-3,4-dihydroxytetrahydrofuran-2-yl)methoxy)-2-(thiazol-4-yl)-3-(2'-(trifluoromethoxy)-[1,1'-biphenyl]-4-yl)propanoic acid NC1=C2N=CN(C2=NC(=N1)Cl)[C@H]1[C@@H]([C@@H]([C@H](O1)CO[C@@](C(=O)O)(CC1=CC=C(C=C1)C1=C(C=CC=C1)OC(F)(F)F)C=1N=CSC1)O)O